Ethyl (5R)-2-(1-ethylpyrazol-4-yl)-5-methyl-6,7-dihydro-5H-pyrazolo[5,1-b][1,3]oxazine-3-carboxylate C(C)N1N=CC(=C1)C1=NN2C(O[C@@H](CC2)C)=C1C(=O)OCC